COCC1=C(N=CC=2N(C3=CC=C(C=C3C21)OCC2=CN=CS2)C(=O)OC(C)(C)C)C(=O)OCC 9-(tert-butyl) 3-ethyl 4-(methoxymethyl)-6-(thiazol-5-ylmethoxy)-9H-pyrido[3,4-b]indole-3,9-dicarboxylate